N-(3-bromobenzyl)-5-methyl-1H-benzo[d]imidazole-2-carboxamide BrC=1C=C(CNC(=O)C2=NC3=C(N2)C=CC(=C3)C)C=CC1